C(C)(C)(C)C1=C(C(=CC=C1CCCCCCCC1C(CCCCCC)O1)C(C)(C)C)O 2,6-di-tert-butyl-3-(8,9-epoxypentadecyl)phenol